COC1=CC=C(CSC2=NN(C3=NC=CC=C32)C(=O)OC(C)(C)C)C=C1 tert-butyl 3-((4-methoxybenzyl)thio)-1H-pyrazolo[3,4-b]pyridine-1-carboxylate